2-(1,1-difluoroethyl)-6-methylpyridin-4-amine FC(C)(F)C1=NC(=CC(=C1)N)C